bis((trifluoromethylsulfonyl)oxy)copper (II) FC(S(=O)(=O)O[Cu]OS(=O)(=O)C(F)(F)F)(F)F